9-(diethylamino)-5H-benzo[a]phenoxazin-5-one C(C)N(C=1C=C2OC3=CC(C4=C(C3=NC2=CC1)C=CC=C4)=O)CC